2-Pentylpyridin C(CCCC)C1=NC=CC=C1